FC1(CCC2=C(C=CC=C12)C=1CCCC2=C(C1C1=CC=C(C=C1)C=C1CN(C1)CCCF)C=CC(=C2)C(=O)O)F 8-(1,1-difluoro-2,3-dihydro-1H-indene-4-yl)-9-(4-((1-(3-fluoropropyl)azetidin-3-ylidene)methyl)phenyl)-6,7-dihydro-5H-benzo[7]annulene-3-carboxylic acid